FC(C1=NC(=NC(=N1)C(F)(F)F)N1[C@H](C=2NC3=CC=C(C=C3C2CC1)Cl)CCCCCCO)(F)F 6-{(1S)-2-[4,6-bis(trifluoromethyl)-1,3,5-triazin-2-yl]-6-chloro-2,3,4,9-tetrahydro-1H-pyrido[3,4-b]indol-1-yl}hexan-1-ol